tert-butyl ((S)-1-((6aR,9R)-5-bromo-9-(diethylcarbamoyl)-7-methyl-6a,7,8,9-tetrahydroindolo[4,3-fg]quinolin-4(6H)-yl)-3-methyl-1-oxobutan-2-yl)carbamate BrC=1N(C2=CC=CC=3C4=C[C@H](CN([C@@H]4CC1C32)C)C(N(CC)CC)=O)C([C@H](C(C)C)NC(OC(C)(C)C)=O)=O